N-(3-(oxetan-3-ylmethoxy)phenyl)nicotinamide O1CC(C1)COC=1C=C(C=CC1)NC(C1=CN=CC=C1)=O